C(C)(C)(C)OC(=O)C1CC12CNCC[C@@H]2C(=O)O (8S)-tert-butoxycarbonyl-5-azaspiro[2.5]octane-8-carboxylic acid